O=C([C@@H](CC(=O)O)C1=CC=CC=C1)N[C@H]1CN(CCC1)CCCC1=NC=2NCCCC2C=C1 (S)-4-oxo-3-phenyl-4-(((R)-1-(3-(5,6,7,8-tetrahydro-1,8-naphthyridin-2-yl)propyl)piperidin-3-yl)amino)butanoic acid